C(C)(C)(C)N1CCN(CC1)C=1C=C(C=CC1)C1=NC(=CC(=C1O)C1=CC(=C(C=C1)N1C(N(C=C1)C([2H])([2H])[2H])=O)Cl)C 1-(4-(2-(3-(4-(tert-butyl)piperazin-1-yl)phenyl)-3-hydroxy-6-methyl-pyridin-4-yl)-2-chlorophenyl)-3-(methyl-d3)-1,3-dihydro-2H-imidazol-2-one